(dimethylfluorenyl)[(Phenyl)(dimethylfluorenyl)triazinylphenyl]dibenzoselenophene CC=1C(=C(C=2CC3=CC=CC=C3C2C1)C1=C(C2=C([Se]C3=C2C=CC=C3)C=C1)C1=C(C(=C(C=C1)C1=CC=CC=C1)C1=C(C(=CC=3C2=CC=CC=C2CC13)C)C)C1=NN=NC=C1)C